1-(6-bromo-1,3-benzodioxolan-5-yl)propan-2-amine BrC=1C(=CC2=C(OCO2)C1)CC(C)N